CC1=CC=C(CNC(=O)C=2C=C(C=C(C2)C2=CC=C3C=CC=NC3=C2)/C=C/C(=O)OC)C=C1 Methyl (E)-3-(3-((4-methylbenzyl)carbamoyl)-5-(quinolin-7-yl)phenyl)acrylate